FC1=CC=CC=2N=C(OC21)[C@H]2N(CCC1=C2N=CN1)C(=O)C=1C=NN2C1C=CC(=C2)C=2C=NN(C2)C (S)-(4-(7-fluorobenzo[d]oxazol-2-yl)-6,7-dihydro-1H-imidazo[4,5-c]pyridin-5(4H)-yl)(6-(1-methyl-1H-pyrazol-4-yl)pyrazolo[1,5-a]pyridin-3-yl)methanone